O1C(CCCC1)N1N=C(C2=CC=CC=C12)C1=NC=2CN(CCC2C=C1)C(=O)OC(C)(C)C tert-butyl 2-[1-(oxan-2-yl)indazol-3-yl]-6,8-dihydro-5H-1,7-naphthyridine-7-carboxylate